N-(3-aminopropyl)acryloylamide NCCCC=CC(=O)[NH-]